C(#N)N1C[C@H](CC1)C(=O)NC=1SC(=CN1)C=1C=NC=CC1 (S)-1-cyano-N-(5-(pyridin-3-yl)thiazol-2-yl)pyrrolidine-3-carboxamide